2-[6-(3,5-difluorophenyl)-3-methyl-2-oxo-imidazo[4,5-b]pyridin-1-yl]-N,N-dimethyl-acetamide FC=1C=C(C=C(C1)F)C=1C=C2C(=NC1)N(C(N2CC(=O)N(C)C)=O)C